C\C(=C/CN)\CCC=C(C)C (E)-3,7-dimethylocta-2,6-dien-1-amine